(4-(3-nitrobenzyl)piperazin-1-yl)(tetrahydro-2H-pyran-4-yl)methanone [N+](=O)([O-])C=1C=C(CN2CCN(CC2)C(=O)C2CCOCC2)C=CC1